CN(C(C(N)C1=CC=NC=C1)C1=CC=NC=C1)C N,N-dimethyl-1,2-di-4-pyridyl-1,2-ethanediamine